(S)-4-methylbenzenesulfonic acid tetrahydrofuran-3-yl ester O1C[C@H](CC1)OS(=O)(=O)C1=CC=C(C=C1)C